(2R)-2-amino-3-sulfinyl-propionic acid monohydrate O.N[C@H](C(=O)O)C=S=O